(3-ACETYL-2-METHYL-5-PHENYL-1H-PYRROL-1-YL)ACETIC ACID C(C)(=O)C1=C(N(C(=C1)C1=CC=CC=C1)CC(=O)O)C